COC(=O)C1=CC=C2C=CC(=NC2=C1)CP(=O)(OCC)OCC 2-((diethoxyphosphoryl)methyl)quinoline-7-carboxylic acid methyl ester